FC=1C(=C(C=CC1)NC1=C(NC2=C1C(NCC2)=O)C2=C(C=NC=C2)C#C[C@H]2OCCC2)OC (S)-3-((3-fluoro-2-methoxyphenyl)amino)-2-(3-((tetrahydrofuran-2-yl)ethynyl)pyridin-4-yl)-1,5,6,7-tetrahydro-4H-pyrrolo[3,2-c]pyridin-4-one